C(#N)C1=CC=C(C=C1)N1CCC1 1-(4-cyanophenyl)azetidine